5-(Methylamino)-6-(3-methylimidazo[4,5-c]pyridin-7-yl)-3-[4-(4-piperidyloxy)anilino]pyrazin-2-carboxamid CNC=1N=C(C(=NC1C=1C2=C(C=NC1)N(C=N2)C)C(=O)N)NC2=CC=C(C=C2)OC2CCNCC2